CN1[C@@H](C[C@@H](C1)C)C(=O)NC=1C=C(C(=NC1)C)NC(=O)C=1C=NN2C1SC(=C2)C=2C(=NC=CC2)OC N-(5-((2S,4S)-1,4-dimethylpyrrolidine-2-carboxamido)-2-methylpyridin-3-yl)-2-(2-methoxypyridin-3-yl)pyrazolo[5,1-b]thiazole-7-carboxamide